(S)-4-(7-chloro-6-fluoro-1-(2-isopropyl-6-methylphenyl)-2-carbonyl-1,2-dihydropyrido[2,3-d]pyrimidin-4-yl)-3-methylpiperazine-1-carboxylic acid tert-butyl ester C(C)(C)(C)OC(=O)N1C[C@@H](N(CC1)C=1C2=C(N(C(N1)=C=O)C1=C(C=CC=C1C)C(C)C)N=C(C(=C2)F)Cl)C